2-chloro-5-[2-fluoro-5-(2,2,2-trifluoro-ethoxy)phenyl]-4-hydroxybenzonitrile ClC1=C(C#N)C=C(C(=C1)O)C1=C(C=CC(=C1)OCC(F)(F)F)F